4-(Boc-amino)bromobutane C(=O)(OC(C)(C)C)NCCCCBr